FC(OC=1C=C(C=C(C1)F)C1=CC=C2C(N(CN(C2=C1)S(=O)(=O)C1=CC(=CC=C1)C(F)(F)F)CC1OCCCC1)=O)F 7-(3-(difluoromethoxy)-5-fluorophenyl)-3-((tetrahydro-2H-pyran-2-yl)methyl)-1-((3-(trifluoromethyl)phenyl)sulfonyl)-2,3-dihydroquinazolin-4(1H)-one